tert-butyl (2S)-2-methyl-4-[[4-(morpholin-4-yl)-2-(trifluoromethyl)phenyl]methyl]piperazine-1-carboxylate C[C@@H]1N(CCN(C1)CC1=C(C=C(C=C1)N1CCOCC1)C(F)(F)F)C(=O)OC(C)(C)C